C1(CC1)CC1=NN=C2N1C=CC(=C2C(F)(F)F)C#C 3-(cyclopropylmethyl)-7-ethynyl-8-(trifluoromethyl)-[1,2,4]triazolo[4,3-a]pyridine